C[C@@H]1O[C@@H](CN(C1)C1=NC(=NC(=C1)NC=1SC(=CN1)C=1OC(=NN1)C1=CC=CC=C1)NC1C2CC3(CC(CC1C3)C2)O)C 4-((4-((2S,6R)-2,6-dimethylmorpholino)-6-((5-(5-phenyl-1,3,4-oxadiazol-2-yl)thiazol-2-yl)amino)pyrimidin-2-yl)amino)adamantane-1-ol